C(C)C=1C(=CC=C2C=C(C=C(C12)C1=C(C=2N=C(N=C(C2C=N1)N1C[C@@](CCC1)(O)C)OCC12CN(CC2C1)C)F)O)F (3R)-1-(7-(8-ethyl-7-fluoro-3-hydroxynaphthalen-1-yl)-8-fluoro-2-((3-methyl-3-azabicyclo[3.1.0]hex-1-yl)methoxy)pyrido[4,3-d]pyrimidin-4-yl)-3-methylpiperidin-3-ol